BrC1=NC=C(C(=C1I)O)I 2-bromo-3,5-diiodopyridin-4-ol